(R,E)-3-methyl-4-((7-morpholino-5-(2-(1-(m-tolyl)ethylidene)hydrazinyl)-3H-imidazo[4,5-b]pyridin-3-yl)methyl)oxazolidin-2-one CN1C(OC[C@H]1CN1C=NC=2C1=NC(=CC2N2CCOCC2)N/N=C(\C)/C=2C=C(C=CC2)C)=O